N-(3',4',5'-trifluoro[1,1'-biphenyl]-2-yl)acetamide FC=1C=C(C=C(C1F)F)C1=C(C=CC=C1)NC(C)=O